N-(6-cyclopropyl-4-{2-[(3,3-difluoro-1-azetidinyl)carbonyl]-4-difluoromethoxyphenyl}-2-pyridyl)-1-cyclopropyl-5-[(isobutylamino)methyl]-2-oxo-1,2-dihydronicotinamide C1(CC1)C1=CC(=CC(=N1)NC(C=1C(N(C=C(C1)CNCC(C)C)C1CC1)=O)=O)C1=C(C=C(C=C1)OC(F)F)C(=O)N1CC(C1)(F)F